(R)-4-(N-(tert-Butyl)sulfamoyl)-N-(6-(3-hydroxypiperidin-1-yl)-4-methylpyridin-2-yl)-2-(6-azaspiro[2.5]octan-6-yl)benzamide C(C)(C)(C)NS(=O)(=O)C1=CC(=C(C(=O)NC2=NC(=CC(=C2)C)N2C[C@@H](CCC2)O)C=C1)N1CCC2(CC2)CC1